OC(CO\N=C(\C1=C[N+](=CC=C1)[O-])/OC)CN1CCCCC1 methyl (Z)-N-(2-hydroxy-3-(piperidin-1-yl)propoxy)nicotinimidate 1-oxide